(5,6-dihydro-4H-cyclopenta[c]thiophen-5-yl)carbamic acid tert-butyl ester C(C)(C)(C)OC(NC1CC=2C(=CSC2)C1)=O